FC=1C(=C(C=CC1)B(O)O)O (3-fluoro-2-hydroxy-phenyl)boronic acid